2-(2-Chloro-4-((2,5-dioxo-3-(4-(trifluoromethyl)phenyl)imidazolin-1-yl)methyl)-6-methoxy-phenoxy)-2-methylpropionic acid ClC1=C(OC(C(=O)O)(C)C)C(=CC(=C1)CN1C(N(CC1=O)C1=CC=C(C=C1)C(F)(F)F)=O)OC